C1(CC1)C=1N=CC2=C3C(=CC(=C2C1)S(NCC(C)C)(=O)=O)CCC3NC(=S)NC3=CC=CC=1N(N=NC13)C 1-[3-cyclopropyl-5-(isobutylsulfamoyl)-8,9-dihydro-7H-cyclopenta[h]isoquinolin-9-yl]-3-(1-methylbenzotriazol-4-yl)thiourea